CON(C(C[C@H]1N(CCC1)C(=O)OC(C)(C)C)=O)C tert-butyl (S)-2-(2-(methoxy(methyl)amino)-2-oxoethyl)pyrrolidine-1-carboxylate